(R)-2-methyltetrahydro-2H-pyran C[C@H]1OCCCC1